ClC1=NN(C2=NC(=NC=C21)Cl)CCCOC2=NN(C(=C2[N+](=O)[O-])C)C=2C(=NC=C(C2)F)OC([2H])([2H])[2H] 3,6-Dichloro-1-(3-((1-(5-fluoro-2-(methoxy-d3)pyridin-3-yl)-5-methyl-4-nitro-1H-pyrazol-3-yl)oxy)propyl)-1H-pyrazolo[3,4-d]pyrimidine